(R)-2-((3E,7E)-11-cyclobutylidene-4,8-dimethylundeca-3,7-dien-1-yl)-2,5,7,8-tetramethylchroman-6-ol C1(CCC1)=CCC/C(=C/CC/C(=C/CC[C@]1(OC2=C(C(=C(C(=C2CC1)C)O)C)C)C)/C)/C